COC([C@H](CCN(C1CC(C1)CCC1=NC=2NCCCC2C=C1)C)NC(=O)OC(C)(C)C)=O.C(=O)C1=CC=C(C=C1)C1=CC=C(C=C1)C(=O)C(=O)C1=CC=C(C=C1)C1=CC=C(C=C1)C=O 4,4'-bis(4-formylphenyl)benzil methyl-(S)-2-((tert-butoxycarbonyl)amino)-4-(methyl((1S,3S)-3-(2-(5,6,7,8-tetrahydro-1,8-naphthyridin-2-yl)ethyl)cyclobutyl)amino)butanoate